N1(CCN(CCNCCC1)CC1=C(C(=CC(=C1)C)CN)O)CC1=C(C(=CC(=C1)C)CN)O 2'-[1,4,7-triazacyclodecane-1,4-diylbis(methylene)]bis[6-(aminomethyl)-4-methylphenol]